4,6-bis(methoxy-d3)pyrimidine-5-carboxylic acid C(OC1=NC=NC(=C1C(=O)O)OC([2H])([2H])[2H])([2H])([2H])[2H]